C(C)(C)(C)OC(N(C1=CC(=NC=2N1N=CC2C(C)C)C2CC2)CC2=CC(=CC=C2)NC(=O)C2=CCCC2)=O 3-(cyclopent-1-en-1-carboxamido)benzyl-(5-cyclopropyl-3-isopropylpyrazolo[1,5-a]pyrimidin-7-yl)carbamic acid tert-butyl ester